C(C1=CC(OC)=C(O)C=C1)(=O)NC(CCCCCCCC)=O n-nonanoic acid vanilloyl amide